CSCCCCCCN=C=S The molecule is a isothiocyanate that is hexane in which two of the terminal methyl hydrogens at positions 1 and 6 have been replaced by isothiocyanato and methylsulfanyl groups. It has a role as an Arabidopsis thaliana metabolite, an antineoplastic agent, an EC 4.1.1.17 (ornithine decarboxylase) inhibitor and a neuroprotective agent. It is an isothiocyanate and a methyl sulfide. It derives from a hydride of a hexane.